ClC1=CC=C(CN2C3(CCN(C3)C3=NC=CC=C3)C(N(CC2=O)C(C)C)=O)C=C1 6-(4-chlorobenzyl)-9-isopropyl-2-(pyridin-2-yl)-2,6,9-triazaspiro[4.5]-decane-7,10-dione